(2-chloro-5,6,7,8-tetrahydro-1,7-naphthyridine-7-carbonyl)-6-methyl-N-(1-methylcyclopropyl)furo[2,3-d]pyrimidin-4-amine ClC1=NC=2CN(CCC2C=C1)C(=O)C=1N=C(C2=C(N1)OC(=C2)C)NC2(CC2)C